1-(2,6-dimethylazepan-1-yl)dodec-10-en-1-one CC1N(CC(CCC1)C)C(CCCCCCCCC=CC)=O